[Ga]=S.[Ba].[Zn] zinc-barium-gallium sulfide